[N+](=O)([O-])C1=CC(=NC=C1)[C@H]1[C@@H](C1)C(=O)OCC trans-ethyl 2-(4-nitropyridin-2-yl)cyclopropanecarboxylate